7-(4-bromo-3-chloro-benzoyl)-3-oxo-N-[rac-(1R)-1-phenylethyl]-2-[4-(2,2,2-trifluoroethoxy)phenyl]-6,8-dihydro-5H-imidazo[1,5-a]pyrazine-1-carboxamide BrC1=C(C=C(C(=O)N2CC=3N(CC2)C(N(C3C(=O)N[C@H](C)C3=CC=CC=C3)C3=CC=C(C=C3)OCC(F)(F)F)=O)C=C1)Cl |r|